sodium 2-(tert-butyl)-2-butylmalonate C(C)(C)(C)C(C(=O)[O-])(C(=O)[O-])CCCC.[Na+].[Na+]